C(C)S(=O)(=O)N1CCC2(C[C@H]([C@@H]2O)[C@H]2N3C(C4=CC=CC=C24)=CN=C3)CC1 (1S,2S)-7-(Ethylsulfonyl)-2-((R)-5H-imidazo[5,1-a]isoindol-5-yl)-7-azaspiro[3.5]nonan-1-ol